C(C)(C)(C)OC(=O)N1[C@@H](C[C@@H](C1)N1CCCC2=CC(=CC(=C12)Br)Cl)CO[Si](C)(C)C(C)(C)C.C(C=C)N(N=NCC=C)CC=C triallyl-triazene (2S,4S)-tert-butyl-4-(8-bromo-6-chloro-3,4-dihydroquinolin-1(2H)-yl)-2-(((tert-butyldimethylsilyl)oxy)methyl)pyrrolidine-1-carboxylate